2-amino-5-{2-[(1S)-1-cyclopropylethyl]-7-methanesulfonamido-1-oxo-2,3-dihydro-1H-isoindol-5-yl}-N-[trans-3-methoxycyclobutyl]pyrazolo[1,5-a]pyrimidine-3-carboxamide NC1=NN2C(N=C(C=C2)C=2C=C3CN(C(C3=C(C2)NS(=O)(=O)C)=O)[C@@H](C)C2CC2)=C1C(=O)N[C@@H]1C[C@H](C1)OC